C(C)(C)(C)OC(=O)N1CC=2N=C(N=C(C2CC1)Cl)C(C)C 4-chloro-2-isopropyl-5,6-dihydropyrido[3,4-d]pyrimidine-7(8H)-carboxylic acid tert-butyl ester